5-Benzoylamino-4'-(tert-butyl)-[1,1'-biphenyl]-3-carboxylic acid C(C1=CC=CC=C1)(=O)NC=1C=C(C=C(C1)C1=CC=C(C=C1)C(C)(C)C)C(=O)O